C[C@]12CC[C@H]3[C@H]([C@@H]1C[C@H]([C@@H]2O)O)CCC4=C3C=CC(=C4)O[C@H]5[C@@H]([C@H]([C@@H]([C@H](O5)C(=O)O)O)O)O The molecule is a steroid glucosiduronic acid that is the 3-beta-D-glucuronide of estriol; a steroid hormone ligand recognised by the monoclonal antibody 4155. It has a role as an epitope and an estrogen. It is a 17beta-hydroxy steroid, a 16alpha-hydroxy steroid and a steroid glucosiduronic acid. It derives from an estriol. It is a conjugate acid of an estriol 3-O-(beta-D-glucuronide)(1-). It derives from a hydride of an estrane.